lead selenide telluride [Pb](=[Se])=[Te]